(4-(benzylthio)-5-(methoxymethyl)-1-((2-(trimethylsilyl)ethoxy)methyl)-1H-imidazol-2-yl)(3-chloro-4-fluoro-phenyl)methyl diisopropylcarbamate C(C)(C)N(C(OC(C1=CC(=C(C=C1)F)Cl)C=1N(C(=C(N1)SCC1=CC=CC=C1)COC)COCC[Si](C)(C)C)=O)C(C)C